N1=C2C(=NC=C1)NCC=C2 5,6-dihydropyrido[2,3-b]pyrazine